ClC1=C2C(=NC=C1)C=C(O2)C=2C=CC(=NC2)C(=O)N2CC(C2)O (5-(7-chlorofuro[3,2-b]pyridin-2-yl)pyridin-2-yl)(3-hydroxyazetidin-1-yl)methanone